1-(((1s,3s)-3-(trifluoromethyl)cyclobutyl)methyl)-1H-1,2,4-triazole-3-carboxylic acid FC(C1CC(C1)CN1N=C(N=C1)C(=O)O)(F)F